C(C)(C)(C)OC(=O)N1CC(=C(CC1)O[Si](C)(C)C)C 3-methyl-4-(trimethylsilyloxy)-5,6-dihydropyridine-1(2H)-carboxylic acid tert-butyl ester